ClCC(CO)C1=CC=C2C=C(C(=C(C2=C1)F)N1CC(NS1(=O)=O)=O)O 5-[7-(1-chloro-3-hydroxypropan-2-yl)-1-fluoro-3-hydroxynaphthalen-2-yl]-1λ6,2,5-thiadiazolidine-1,1,3-trione